(2R,3S)-6-oxo-2,3-diphenyl-morpholine-4-carboxylate O=C1O[C@@H]([C@@H](N(C1)C(=O)[O-])C1=CC=CC=C1)C1=CC=CC=C1